OCC1=C2C=CNC2=CC=C1OC=1C=C(C#N)C=CC1 3-((4-(Hydroxymethyl)-1H-indol-5-yl)oxy)benzonitrile